benzyl 2-(4-{[(benzyloxy) carbonyl] (methyl) amino}-2-nitrophenyl)-3-[6,6-dimethyl-1-(oxetan-2-yl)-5,7-dihydro-4H-indazol-3-yl]-3-oxopropanoate C(C1=CC=CC=C1)OC(=O)N(C1=CC(=C(C=C1)C(C(=O)OCC1=CC=CC=C1)C(=O)C1=NN(C=2CC(CCC12)(C)C)C1OCC1)[N+](=O)[O-])C